C(C1=CC=CC=C1)SC1=CC(=C(C=C1)[C@@H]1C([C@H]1C(=O)O)(C)C)C trans-3-[4-(benzylsulfanyl)-2-methylphenyl]-trans-2,2-dimethylcyclopropanecarboxylic acid